1,2,3,3-tetrachloropropene ClC=C(C(Cl)Cl)Cl